(S)-4-((R)-4-benzyl-2-oxooxazolidin-3-yl)-3-(cyclohexylmethyl)-4-oxobutanoic acid tert-butyl ester C(C)(C)(C)OC(C[C@@H](C(=O)N1C(OC[C@H]1CC1=CC=CC=C1)=O)CC1CCCCC1)=O